1-methylindol-5-yl-boronic acid CN1C=CC2=CC(=CC=C12)B(O)O